Tert-Butyl ((4-((7'-(2-chloro-5-fluorophenyl)-6'-oxo-6',7'-dihydrospiro[cyclopropane-1,5'-pyrrolo[2,3-d]pyrimidin]-2'-yl)amino)phenyl)sulfonyl)(2-(dimethylamino)ethyl)carbamate ClC1=C(C=C(C=C1)F)N1C(C2(C3=C1N=C(N=C3)NC3=CC=C(C=C3)S(=O)(=O)N(C(OC(C)(C)C)=O)CCN(C)C)CC2)=O